C(#N)C1=CC(=C(C=C1)N1CCN(CC1)CC=1C=C(NC(C1)=O)NC(OCC)=O)F ethyl (4-((4-(4-cyano-2-fluorophenyl)piperazin-1-yl)methyl)-6-oxo-1,6-dihydropyridin-2-yl)carbamate